methyl 1-(1-(4-(1-(2,6-dichlorophenyl) azetidin-3-yl)-2-methylphenyl) ethyl)-piperidine-4-carboxylate ClC1=C(C(=CC=C1)Cl)N1CC(C1)C1=CC(=C(C=C1)C(C)N1CCC(CC1)C(=O)OC)C